2-(1,4-dioxa-8-azaspiro[4.5]decan-8-yl)-1H-benzo[d]imidazol-5-amine O1CCOC12CCN(CC2)C2=NC1=C(N2)C=CC(=C1)N